(R)-2,6-Diphenyl-5,6-dihydro-4H-1,3-selenazin-4-one C1(=CC=CC=C1)C=1[Se][C@H](CC(N1)=O)C1=CC=CC=C1